2-cyclohexene-1,2-dicarboxylic acid C1(C(=CCCC1)C(=O)O)C(=O)O